1-(2-(5-amino-4-((2-(dimethylamino)ethyl)(methyl)amino)-2-methoxyphenylamino)pyrimidin-4-yl)-5-chloro-3-methyl-1H-benzo[d]imidazol-2(3H)-one NC=1C(=CC(=C(C1)NC1=NC=CC(=N1)N1C(N(C2=C1C=CC(=C2)Cl)C)=O)OC)N(C)CCN(C)C